[K+].OC(C(=O)[O-])C(O)(C(=O)[O-])CC(=O)[O-].[K+].[K+] hydroxyl-citric acid potassium salt